CC(CC(C)(C)C)(C)C1=C(C(=CC=C1)O)O (1,1,3,3-tetramethylbutyl)-1,2-benzenediol